N1N=CC(=C1)CNNC1=C2N=CN(C2=NC(=N1)C=1C=NC=C(C1)Cl)[C@H]1[C@@H]([C@@H]([C@H](O1)C(=O)NC([2H])([2H])[2H])O)O (2S,3S,4R,5R)-5-(6-((((1H-pyrazol-4-yl)methyl)amino)amino)-2-(5-chloropyridin-3-yl)-9H-purin-9-yl)-3,4-dihydroxyl-N-(methyl-d3)-tetrahydrofuran-2-carboxamide